trans-coniferyl alcohol C(\C=C\C1=CC(OC)=C(O)C=C1)O